N-(4-(hydroxymethyl)tetrahydro-2H-pyran-4-yl)-2-methyl-5-((2-oxo-1,2-dihydropyridin-3-yl)methoxy)benzofuran-3-carboxamide OCC1(CCOCC1)NC(=O)C1=C(OC2=C1C=C(C=C2)OCC=2C(NC=CC2)=O)C